Prolyl acetate C(C)(=O)OC([C@H]1NCCC1)=O